1-[2-(cyclohexylmethoxy)phenyl]cyclopentanecarboxylic acid methyl ester COC(=O)C1(CCCC1)C1=C(C=CC=C1)OCC1CCCCC1